C(C)C1(C=2C(=NC(=C1)NC1=CC=C(C=3OCCOC31)S(=O)(=O)N3CCOCC3)NCC2C(F)(F)F)N 4-ethyl-N6-(8-(morpholinosulfonyl)-2,3-dihydrobenzo[b][1,4]dioxin-5-yl)-3-(trifluoromethyl)-1H-pyrrolo[2,3-b]pyridine-4,6-diamine